trans-1,1'-(1,4-cyclohexandiyl)bis(1-methylpiperidinium) dichloride hydrogen chloride Cl.[Cl-].[Cl-].[C@H]1(CC[C@H](CC1)[N+]1(CCCCC1)C)[N+]1(CCCCC1)C